CN1N=CC(=CC1=O)C1=NC=C(C=N1)B(O)O (2-(1-methyl-6-oxo-1,6-dihydropyridazin-4-yl)pyrimidin-5-yl)boronic acid